C[C@H]1[C@H]([C@H]([C@@H]([C@@H](O1)O[C@@H]2[C@H]([C@H]([C@H](O[C@H]2O[C@H]3[C@H]([C@H](OC([C@@H]3NC(=O)C)O)CO[C@H]4[C@@H]([C@H]([C@@H]([C@H](O4)CO)O[C@H]5[C@@H]([C@H]([C@H]([C@H](O5)CO)O)OS(=O)(=O)O)O)O)NC(=O)C)O)CO)O)O)O)O)O The molecule is an amino pentasaccharide consisting of alpha-L-fucoopyranose, beta-D-galactopyranose and 2-acetamido-2-deoxy-D-galactopyranose residues joined in sequence by (1->2) and (1->3) glycosidic linkages and in which the hydroxy group at position 6 of the acetamidogalactopyranose moiety has been glycosylated by a 2-acetamido-2-deoxy-4-O-(3-O-sulfo-beta-D-galactopyranosyl)-beta-D-glucopyranosyl group. It is an amino pentasaccharide, a member of acetamides and an oligosaccharide sulfate. It derives from an alpha-L-Fucp-(1->2)-beta-D-Galp-(1->3)-D-GalpNAc and a beta-D-Galp-(1->3)-[beta-D-Galp3S-(1->4)-beta-D-GlcpNAc-(1->6)]-D-GalpNAc.